C(#N)\C(=C/C1=CC=C(C=C1)Cl)\C1=CC=C(C=C1)C=1OC2=C(C1C(=O)NNCC(C)C)C=CC=C2 (Z)-2-(4-(1-cyano-2-(4-chlorophenyl)vinyl)phenyl)-N-isobutylaminobenzofuran-3-carboxamide